C(#C)C1=NN(C2=CC=C(C=C12)C1=C(N(N=C1)C)O[C@H](CCOC1=CC(=NN1C)CO)C)C1OCCCC1 [5-[(3S)-3-[4-(3-ethynyl-1-tetrahydropyran-2-yl-indazol-5-yl)-2-methyl-pyrazol-3-yl]oxybutoxy]-1-methyl-pyrazol-3-yl]methanol